C(C)(C)(C)OC(=O)N1CCC(CC1)C1=NC(=NC(=C1)N1N=C(C=C1)C)NC1CCC(CC1)(F)F tert-butyl-4-(2-((4,4-difluoro cyclohexyl)amino)-6-(3-methyl-1H-pyrazol-1-yl)pyrimidin-4-yl)piperidine-1-carboxylate